Cl.Cl.N1=C(C=CC=C1)CC1=NC2=C(N1)C=CC(=C2)C(=N)N 2-(pyridin-2-ylmethyl)-1H-benzo[d]imidazole-5-carboxamidine dihydrochloride